N-(4-Fluorophenyl)-N'-[4-({6-(methyloxy)-7-[(3-morpholin-4-ylpropyl)oxy]chinolin-4-yl}oxy)phenyl]cyclopropan-1,1-dicarboxamid FC1=CC=C(C=C1)NC(=O)C1(CC1)C(=O)NC1=CC=C(C=C1)OC1=CC=NC2=CC(=C(C=C12)OC)OCCCN1CCOCC1